8-(2,3-difluorophenoxy)-7-(4-fluorobenzyl)-1-(3-hydroxypropyl)-3-methyl-1H-purine-2,6(3H,7H)-dione FC1=C(OC2=NC=3N(C(N(C(C3N2CC2=CC=C(C=C2)F)=O)CCCO)=O)C)C=CC=C1F